6-(azetidin-1-yl)-N-(5-(4-(4-cyanophenyl)-4-fluoropiperidine-1-carbonyl)-2-ethyl-4-methylphenyl)nicotinamide N1(CCC1)C1=NC=C(C(=O)NC2=C(C=C(C(=C2)C(=O)N2CCC(CC2)(F)C2=CC=C(C=C2)C#N)C)CC)C=C1